(6R)-17-Amino-12-[(4-fluorophenyl)methyl]-6,15-bis(trifluoromethyl)-13,19-dioxa-3,4,18-triazatricyclo[12.3.1.12,5]nonadeca-1(18),2,4,14,16-pentaen-6-ol NC1=CC(=C2OC(CCCCC[C@](C3=NN=C(C1=N2)O3)(O)C(F)(F)F)CC3=CC=C(C=C3)F)C(F)(F)F